behenyl alcohol oleate C(CCCCCCC\C=C/CCCCCCCC)(=O)OCCCCCCCCCCCCCCCCCCCCCC